3-(((tert-butyldimethylsilyl)oxy)propyl)-4-chloro-1H-pyrrolo[3,2-c]pyridine [Si](C)(C)(C(C)(C)C)OCCCC1=CNC2=C1C(=NC=C2)Cl